CS(=O)(=O)OCC#CC1=CC(=CC(=C1)CCCCCCCCCCCCCCC)OCCCCCCCCCC 3-(3-(decyloxy)-5-pentadecylphenyl)prop-2-yn-1-yl methanesulfonate